N1(C=NC=C1)CCCC1=CC=CC(=N1)NC(=O)NC1=COC=C1 1-(6-(3-(1H-imidazol-1-yl)propyl)pyridin-2-yl)-3-(furan-3-yl)urea